FC1=CC=C(C(=N1)C)OC1=CC=C(C(=C1C(=O)OC)C)[N+](=O)[O-] methyl 6-((6-fluoro-2-methylpyridin-3-yl) oxy)-2-methyl-3-nitrobenzoate